N,N-bis(4-methoxybenzyl)-2-(morpholin-4-yl)-8-(pyridazin-4-yl)pyrazolo[1,5-a][1,3,5]triazin-4-amine COC1=CC=C(CN(C2=NC(=NC=3N2N=CC3C3=CN=NC=C3)N3CCOCC3)CC3=CC=C(C=C3)OC)C=C1